(L)-citrulline N[C@@H](CCCNC(=O)N)C(=O)O